3-glycidoxypropyltri-(3-hydroxybutoxy)silane C(C1CO1)OCCC[Si](OCCC(C)O)(OCCC(C)O)OCCC(C)O